3-(1-oxo-5-(7-(piperidin-1-ylmethyl)imidazo[1,5-a]pyridin-5-yl)isoindolin-2-yl)piperidine-2,6-dione O=C1N(CC2=CC(=CC=C12)C1=CC(=CC=2N1C=NC2)CN2CCCCC2)C2C(NC(CC2)=O)=O